2-(3,6-difluoro-2-pyridyl)-3-methyl-6-(1,1,2,2,2-pentafluoroethyl)imidazo[4,5-b]pyridine FC=1C(=NC(=CC1)F)C1=NC=2C(=NC=C(C2)C(C(F)(F)F)(F)F)N1C